O[C@@]1(CC[C@@H]2[C@H]3CC[C@@]4([C@H](CC[C@H]4[C@@H]3CC[C@@H]2C1)C1(CC1)CN1N=CC(=C1)C#N)C)C 1-((1-((3R,5R,8R,9R,10S,13S,14S,17S)-3-hydroxy-3,13-dimethylhexadecahydro-1H-cyclopenta[a]phenanthren-17-yl)cyclopropyl)methyl)-1H-pyrazole-4-carbonitrile